(S)-2-(4-(1-(2-((6-oxo-5-(trifluoromethyl)-1,6-dihydropyridazin-4-yl)amino)propyl)-1H-pyrrole-3-carbonyl)piperazin-1-yl)pyrimidine-4-carbonitrile O=C1C(=C(C=NN1)N[C@H](CN1C=C(C=C1)C(=O)N1CCN(CC1)C1=NC=CC(=N1)C#N)C)C(F)(F)F